C(C)S(=O)(=O)NC1=CC(=C(OC2=CC=C(C=C2)CCN2CCN(CC2)CC2CCN(CC2)C(=O)OC(C)(C)C)C=C1)C=1C2=C(C(N(C1)C)=O)NC=C2 tert-butyl 4-[[4-[2-[4-[4-(ethylsulfonylamino)-2-(6-methyl-7-oxo-1H-pyrrolo[2,3-c]pyridin-4-yl)phenoxy]phenyl]ethyl]piperazin-1-yl]methyl]piperidine-1-carboxylate